(9H-fluoren-9-yl)methyl (S)-1-(3-(2-bromoethoxy)-4-chloro-1-oxo-1H-isochromen-7-ylcarbamoyl)-5-aminopentylcarbamate BrCCOC=1OC(C2=CC(=CC=C2C1Cl)NC(=O)[C@H](CCCCN)NC(OCC1C2=CC=CC=C2C=2C=CC=CC12)=O)=O